C(C)N(CC(=O)N)CC 2-(diethylamino)acetic acid amide